CC1=CC(=CC=C1C)[N+](=O)[O-] 4,5-dimethyl-2-nitrobenzene